CN(CCN1C=CC=2C1=NC=CC2)C 1-(2-Dimethylamino-ethyl)-1H-pyrrolo[2,3-b]pyridin